C1(=CC=CC=C1)N1C=NN=C1C1=CC=C(C=C1)C(C)(C)C 4-phenyl-5-(4-t-butylphenyl)-1,2,4-Triazole